FC1=CC(=C(C=C1)CC1=C(CCC1O)C(=O)OC)OC methyl 2-[(4-fluoro-2-methoxy-phenyl)methyl]-3-hydroxy-cyclopentene-1-carboxylate